[15-(4,4-dipentoxybutanoyloxy)-8-[heptylsulfanylcarbonyl-[2-(1-methylpyrrolidin-2-yl)ethyl]amino]pentadecyl] 4,4-dipentoxybutanoate C(CCCC)OC(CCC(=O)OCCCCCCCC(CCCCCCCOC(CCC(OCCCCC)OCCCCC)=O)N(CCC1N(CCC1)C)C(=O)SCCCCCCC)OCCCCC